The molecule is an L-tyrosine derivative that is O-methyl-L-tyrosine carrying additional hydroxy and methyl substituents at positions 3 and 5 respectively. It has a role as a bacterial metabolite. It is a L-tyrosine derivative and a non-proteinogenic L-alpha-amino acid. It is a tautomer of a 3-hydroxy-O,5-dimethyl-L-tyrosine zwitterion. CC1=CC(=CC(=C1OC)O)C[C@@H](C(=O)O)N